F[C@@H]1CN(CC1)C(=O)[C@@H]1[C@@H](NCCC1)C(=O)N1[C@@H](C[C@H](C1)CC1=CC=C(C=C1)C)C(=O)NCC=1C=C2C=NN(C2=CC1)C (2S,4R)-1-((2R,3S)-3-((S)-3-fluoropyrrolidine-1-carbonyl)piperidine-2-carbonyl)-N-((1-methyl-1H-indazol-5-yl)methyl)-4-(4-methylbenzyl)pyrrolidine-2-carboxamide